(Z)-2-bromo-3-(methylthio)acrylic acid methyl ester COC(/C(=C/SC)/Br)=O